CC1=CC=C(C=N1)CC1=CC=C(C=C1)NC(OCC1=CC=C(C=C1)C(F)F)=O 4-(difluoromethyl)benzyl (4-((6-methylpyridin-3-yl)methyl)phenyl)carbamate